ClC(=C(F)Cl)F 1,2-dichloro-1,2-difluoro-ethylene